N-[4,6-dichloro-2-[(diethyl-lambda4-sulfanylidene)carbamoyl]-phenyl]-2-(3-chloro-2-pyridyl)-5-(difluoromethyl)pyrazole-3-carboxamide ClC1=CC(=C(C(=C1)Cl)NC(=O)C=1N(N=C(C1)C(F)F)C1=NC=CC=C1Cl)C(N=S(CC)CC)=O